FC=1C(=NC(=CC1)C1OC1)C 3-fluoro-2-methyl-6-(oxiran-2-yl)pyridine